(l)-Laminin N[C@@H](CCCC[N+](C)(C)C)C(=O)O